ClC=1C=CC(=C(C1)[C@]1(C(NC2=CC(=CC(=C12)C(F)(F)F)C(F)(F)F)=O)F)OC |r| (±)-3-(5-chloro-2-methoxyphenyl)-1,3-dihydro-3-fluoro-4,6-bis-(trifluoromethyl)-2H-indol-2-one